C(CC)(=O)OC=1C=CC2=C(SC=C2)C1 benzo[b]thiophene-6-yl propionate